N-(3-chloro-5-(methylsulfonylamino)phenyl)-1-phenyl-1H-imidazole-4-carboxamide ClC=1C=C(C=C(C1)NS(=O)(=O)C)NC(=O)C=1N=CN(C1)C1=CC=CC=C1